COCOC1=C(C=CC=C1)C1=CC(=C(N=N1)N)N1CC2CCC(C1)N2C2=CC(=NC=C2)OC2CC(C2)OC=2C=NC(=CC2)I 6-[2-(methoxymethoxy)phenyl]-4-(8-[2-[(1r,3r)-3-[(6-iodopyridin-3-yl)oxy]cyclobutoxy]pyridin-4-yl]-3,8-diazabicyclo[3.2.1]octan-3-yl)pyridazin-3-amine